CC=1C=C2C(=C(C(NC2=CC1)=O)C(CC#N)=O)C1=CC=CC=C1 3-(6-methyl-2-oxo-4-phenyl-1,2-dihydroquinolin-3-yl)-3-oxopropanenitrile